(7RS)-7-(2-aminothiazol-5-yl)-4-azaspiro[2.5]octane-4-carboxylic acid tert-butyl ester C(C)(C)(C)OC(=O)N1C2(CC2)C[C@@H](CC1)C1=CN=C(S1)N |r|